NC1=NC=2C=CC=CC2C2=C1N=C(N2CCOCCNC(=O)N2CCN(CC2)C(=O)OC(C)(C)C)CCCC tert-Butyl 4-(2-(2-(4-amino-2-butyl-1H-imidazo[4,5-c]quinolin-1-yl)ethoxy)ethylcarbamoyl)piperazine-1-carboxylate